COC1=CC=C2C(=CC=NC2=C1)OC1=CC=C(C=C1)CS(=O)(=O)N (4-((7-methoxyquinolin-4-yl)oxy)phenyl)methanesulfonamide